B([O-])([O-])[O-].[Ca+2].[Na+].[Ag+] silver-sodium-calcium borate